ethynyl-cyclohexane-1-carboxylate C(#C)OC(=O)C1CCCCC1